ClC1=CC=C(C=C1)C1OC(=C(C1=O)OS(=O)(=O)CC1=CC=NC=C1)N 2-(4-chlorophenyl)-4-[[4-pyridylmethylsulfonyl]oxy]-5-amino-3(2H)-furanone